(R)-1-methyl-4-((1-methyl-5-oxopyrrolidin-3-yl)methyl)-N-(1-methylcyclopropyl)-5-oxo-1,2,4,5-tetrahydroimidazo[1,2-a]quinazoline-7-sulfonamide C[C@@H]1CN=C2N1C1=CC=C(C=C1C(N2CC2CN(C(C2)=O)C)=O)S(=O)(=O)NC2(CC2)C